FC1=CC=C(CC=2N=C(C3=C(N2)CN(CC3)C(C=C)=O)C3=NN(C=C3)C)C=C1 1-(2-(4-fluorobenzyl)-4-(1-methyl-1H-pyrazol-3-yl)-5,8-dihydropyrido[3,4-d]pyrimidin-7(6H)-yl)prop-2-en-1-one